4-(6-Fluoro-1-methyl-1,2,3,4,4a,5-hexahydrobenzo[4,5]imidazo[1,2-a]pyridin-8-yl)-5-(trifluoromethyl)pyrimidin-2-amin FC1=CC(=CC2=C1NC1N2C(CCC1)C)C1=NC(=NC=C1C(F)(F)F)N